C1(=CC=CC2=CC=CC=C12)N(C1=CC=CC=C1)C1=CC=C(C=C1)C1=CC=C(C=C1)N(C1=CC=CC2=CC=CC=C12)C1=CC=CC=C1 4,4'-bis[N-(1-naphthalenyl)-N-phenylamino]biphenyl